COC(=O)C=1C(=CC=CC1)C1=CC=CC(=C1)C#N 5'-cyano-[1,1'-biphenyl]-2-carboxylic acid methyl ester